N1CC(C1)C1=NN(C2=CC=CC=C12)CC(=O)N1CC(C1)C1=NN(C2=CC=CC=C12)CC(=O)OC(C)(C)C tert-Butyl 2-[3-(1-{2-[3-(azetidin-3-yl)-1H-indazol-1-yl]acetyl}azetidin-3-yl)-1H-indazol-1-yl]acetate